NC=1N=CN(C1)C1=C(C#N)C=CC(=C1)OCCOC 2-(4-amino-1H-imidazol-1-yl)-4-(2-methoxyethoxy)benzonitrile